Cl.Cl.CN(CCOC1=C(C=CC(=C1)C=1C=NNC1)C1(COC2=C(O1)C=CC=C2)C(=O)N)C 2-[2-(dimethylamino)ethoxy]-4-(1H-pyrazole-4-yl)phenyl-2,3-dihydro-1,4-benzodioxine-2-carboxamide dihydrochloride